ethyl 2-chloro-2-(hydroxyamino)acetate ClC(C(=O)OCC)NO